amino-3-phenylpropanol NC(CCC1=CC=CC=C1)O